ClC1=CC(=C(C=C1)NC1=CC=C2CCN(CC2=C1)CC1=NC2=C(N1C[C@H]1OCC1)C=C(C=C2)C(=O)O)F (S)-2-((7-((4-chloro-2-fluorophenyl)amino)-3,4-dihydroisoquinolin-2(1H)-yl)methyl)-1-((oxetan-2-yl)methyl)-1H-benzo[d]imidazole-6-carboxylic acid